C(C1=CC=CC=C1)O[C@H]1C(O[C@@H]([C@H]1OCC1=CC=CC=C1)COCC1=CC=CC=C1)C1=CN=C2C(=NC(=NN21)Cl)NC2CCCC2 7-((3S,4R,5R)-3,4-bis(benzyloxy)-5-((benzyloxy)methyl)tetrahydrofuran-2-yl)-2-chloro-N-cyclopentylimidazo[2,1-f][1,2,4]triazin-4-amine